(4-((tosyloxy)methyl)-2-oxabicyclo[2.2.2]oct-1-yl)benzoic acid methyl ester COC(C1=C(C=CC=C1)C12OCC(CC1)(CC2)COS(=O)(=O)C2=CC=C(C)C=C2)=O